2,2-dimethylcyclopentan-1-ol CC1(C(CCC1)O)C